ethyl 7-[1-(tert-butoxycarbonyl)piperidin-4-yl]-2-(4-phenoxyphenyl)-2H-pyrazolo[4,3-b]pyridine-3-carboxylate Lithium [Li].C(C)(C)(C)OC(=O)N1CCC(CC1)C=1C=2C(N=CC1)=C(N(N2)C2=CC=C(C=C2)OC2=CC=CC=C2)C(=O)OCC